C(C1=CC=CC=C1)N(C(=O)N1[C@H]2[C@H](N(C[C@@H]1CC2)C(N(C2=CC=CC=C2)C2=CC=CC=C2)=O)C(=O)O)CC (1R,2S,5S)-8-(benzyl-(ethyl)carbamoyl)-3-(diphenylcarbamoyl)-3,8-diazabicyclo[3.2.1]octane-2-carboxylic acid